5-(5-methyl-1,2,4-oxadiazol-3-yl)-2,3-dihydro-1H-inden-1-amine CC1=NC(=NO1)C=1C=C2CCC(C2=CC1)N